ClC1=C(C(=O)NC2=C3C=NN(C3=CC=C2)C2=CC=C(C=C2)C(F)(F)F)C=C(C=C1)CNC(=O)C1(CC1)C(F)(F)F 2-Chloro-5-[({[1-(trifluoromethyl)cyclopropyl]carbonyl}amino)methyl]-N-{1-[4-(trifluoromethyl)phenyl]-1H-indazol-4-yl}benzamide